C1(=CC=CC=C1)SC1=CC=2C(=NOC2C(=O)OCCCC)C=C1 butyl 5-(phenylthio)benzo[c]isoxazole-3-carboxylate